sodium 1-decanesulphonate C(CCCCCCCCC)S(=O)(=O)[O-].[Na+]